O[C@H]1[C@H](N(C1)C1=NC=C(C=N1)NC(=O)N)C 1-{2-[(2R,3R)-3-hydroxy-2-methylazetidin-1-yl]Pyrimidin-5-yl}urea